(3,5-Diisopropylphenyl)(cyclopentyl)methylene(cyclopentadienyl)(2,7-di-tert-butylfluoren-9-yl)zirconium dichloride [Cl-].[Cl-].C(C)(C)C=1C=C(C=C(C1)C(C)C)C(=[Zr+2](C1C2=CC(=CC=C2C=2C=CC(=CC12)C(C)(C)C)C(C)(C)C)C1C=CC=C1)C1CCCC1